3-[2-pyridyldithio]propionylhydrazine N1=C(C=CC=C1)SSCCC(=O)NN